3-(3-(3-((5-(Ethoxycarbonyl)-2-((3-fluoro-2-methylphenyl)amino)pyrimidin-4-yl)amino)propyl)thioureido)propanoic acid C(C)OC(=O)C=1C(=NC(=NC1)NC1=C(C(=CC=C1)F)C)NCCCNC(NCCC(=O)O)=S